(S)-1-phenyl-1,3-propanediol dibenzoate C(C1=CC=CC=C1)(=O)O[C@@H](CCOC(C1=CC=CC=C1)=O)C1=CC=CC=C1